OC[C@H]1O[C@@]2([C@@H]([C@H]([C@H]1O)N1N=NC(=C1)C1=CC(=C(C(=C1)F)F)F)O)CN(CCC2)C2=CC1=CC=CC=C1C=C2 (2r,3r,4s,5r,6r)-2-(hydroxymethyl)-8-(naphthalen-2-yl)-4-(4-(3,4,5-trifluorophenyl)-1H-1,2,3-triazol-1-yl)-1-oxa-8-azaspiro[5.5]undecane-3,5-diol